N1CCC(CCC1)NC=1C=C2CCN(C(C2=CC1)=O)C[C@@H](CN1CC2=CC=CC=C2CC1)O 6-(azepan-4-ylamino)-2-[(2R)-3-(3,4-dihydro-1H-isoquinolin-2-yl)-2-hydroxy-propyl]-3,4-dihydroisoquinolin-1-one